BrC1=CC=C(CNC(=O)C2CN(CCC2)C=2C=3C(N=CN2)=NN(C3)C3=CC=C(C=C3)C(F)(F)F)C=C1 N-(4-bromobenzyl)-1-(2-(4-(trifluoromethyl)phenyl)-2H-pyrazolo[3,4-d]pyrimidin-4-yl)piperidine-3-carboxamide